1-{4-[4-({[3-(pyrrolidin-1-yl)phenyl]methyl}carbamoyl)-1H-1,2,3-triazol-1-yl]butyl}-N-{[4-(trifluoromethyl)pyridin-2-yl]methyl}-1H-1,2,3-triazole-4-carboxamide N1(CCCC1)C=1C=C(C=CC1)CNC(=O)C=1N=NN(C1)CCCCN1N=NC(=C1)C(=O)NCC1=NC=CC(=C1)C(F)(F)F